COC(=O)C=1C(=CC=C2C(=CNC12)S(NC1=NC=C(C(=N1)OC)CC(F)F)(=O)=O)C 3-[[5-(2,2-difluoroethyl)-4-methoxy-pyrimidin-2-yl]sulfamoyl]-6-methyl-1H-indole-7-carboxylic acid methyl ester